6-((1R,2R,5S)-2-benzyl-3-azabicyclo[3.1.0]hexan-3-yl)-4-morpholinopyridin-2(1H)-one C(C1=CC=CC=C1)[C@@H]1[C@@H]2C[C@@H]2CN1C1=CC(=CC(N1)=O)N1CCOCC1